(R)-N-(4,4-difluoro-1-(oxetan-3-yl)pyrrolidin-3-yl)-5-(1-(2,2-difluoroethyl)-2-methyl-1H-benzo[d]imidazol-6-yl)-6-fluoro-4-(methoxy-d3)pyrrolo[2,1-f][1,2,4]triazin-2-amine FC1([C@@H](CN(C1)C1COC1)NC1=NN2C(C(=N1)OC([2H])([2H])[2H])=C(C(=C2)F)C=2C=CC1=C(N(C(=N1)C)CC(F)F)C2)F